BrC1=CC=C(C=C1)C=1NC2=CC=C(C=C2C1C(=O)OC)F methyl 2-(4-bromophenyl)-5-fluoro-1H-indole-3-carboxylate